ClC1=CC=C(C=C1)[C@@H](C1=CC=C(OC(C(=O)[O-])(C)C)C=C1)O (R)-2-(4-((4-chlorophenyl) (hydroxy) methyl) phenoxy)-2-methylpropionate